tert-butyl 4-(4-(2-(2,6-dimethylpyridin-4-yl)-3-methyl-1H-indol-6-yl)-1H-1,2,3-triazol-1-yl)piperidine-1-carboxylate CC1=NC(=CC(=C1)C=1NC2=CC(=CC=C2C1C)C=1N=NN(C1)C1CCN(CC1)C(=O)OC(C)(C)C)C